C1=CC=CC=2C=CC=3C(=C4C=CC=CC4=NC3C21)CCCCCCCCCCCCCCC(C)C2=C1C=CC=CC1=NC=1C3=C(C=CC21)C=CC=C3 1,15-bis(7-benzo[c]acridinyl)hexadecane